4-ethoxy-carbonylpiperazine-hydrochloride Cl.C(C)OC(=O)N1CCNCC1